ClC1=CC=C(C=C1)[C@H](C(N1CCC2=CC=C(C=C12)OC(F)(F)F)=O)NC=1C=C(OC[C@H]2C=C(C2)C(=O)O)C=C(C1)OC (1r,3r)-3-((3-((1-(4-chlorophenyl)-2-oxo-2-(6-(trifluoromethoxy)indolin-1-yl)ethyl)amino)-5-methoxyphenoxy)methyl)cyclobutene-carboxylic acid